3-(4-(2,4-difluorobenzyloxy)-3-bromo-6-methyl-2-oxopyridin-1(2H)-yl)-N,4-dimethylbenzamide FC1=C(COC2=C(C(N(C(=C2)C)C=2C=C(C(=O)NC)C=CC2C)=O)Br)C=CC(=C1)F